2-((1-(tert-butoxycarbonyl)piperidin-4-yl)amino)-4-methoxypyrimidine-5-carboxylic acid C(C)(C)(C)OC(=O)N1CCC(CC1)NC1=NC=C(C(=N1)OC)C(=O)O